ClC=1C(=C(OC2=C(C(N(N=C2)C)=O)C2=NOC[C@H](N2)CC2=C(C=C(C=C2)Cl)Cl)C=CC1)F |r| 5-(3-chloro-2-fluorophenoxy)-4-[(5RS)-5-(2,4-dichlorobenzyl)-5,6-dihydro-4H-1,2,4-oxadiazin-3-yl]-2-methylpyridazin-3(2H)-one